bis(2,4-di-t-butylphenyl)[1,1-biphenyl] C(C)(C)(C)C1=C(C=CC(=C1)C(C)(C)C)C1=CC=C(C=C1)C1=CC=C(C=C1)C1=C(C=C(C=C1)C(C)(C)C)C(C)(C)C